FC=1C(=CC(=C(C1)N1C(C=CC2=CC(=CC=C12)S(=O)(=O)N(CC1=CC=C(C=C1)OC)C1=NOC=C1)=O)OC)C1CC(C1)OC(F)(F)F (P)-1-(5-FLUORO-2-METHOXY-4-(3-(TRIFLUOROMETHOXY)CYCLOBUTYL)PHENYL)-N-(ISOXAZOL-3-YL)-N-(4-METHOXYBENZYL)-2-OXO-1,2-DIHYDROQUINOLINE-6-SULFONAMIDE